ClC=1C=C(C=CC1Cl)/C=C/C(=O)C1=C(C=C(C=C1OC)OC)O (E)-3-(3,4-Dichlorophenyl)-1-(2-hydroxy-4,6-dimethoxyphenyl)prop-2-en-1-one